TMS-Acetylen [Si](C)(C)(C)C#C